FC=1C=C(C(=O)CC#N)C=CC1F 3,4-difluorobenzoyl-acetonitrile